OC1=C(C=C(C=C1)OC)C=N[C@@H](CCCN\C(\N)=N\[H])C(=O)O (E)-N2-[(2-hydroxy-5-methoxyphenyl)methylidene]-L-arginine